FC(CC1=NC=C2N1C=C(C=C2)[C@@H]2[C@H](C2)C=2C=1N(N=C(C2)C=2C(NC(NC2)=O)=O)C=CN1)(F)F 5-(8-((1S,2S)-2-(3-(2,2,2-trifluoroethyl)imidazo[1,5-a]pyridin-6-yl)cyclopropyl)imidazo[1,2-b]pyridazin-6-yl)pyrimidine-2,4(1H,3H)-dione